2-(3-hexyl-2,2-dimethylcyclopropyl)acetic acid C(CCCCC)C1C(C1CC(=O)O)(C)C